FC(C=1C=C(C=C(C1)C(F)(F)F)C=1NC(=CC1)C1=CC(=CC(=C1)C(F)(F)F)C(F)(F)F)(F)F 2,5-bis[3,5-bis(trifluoromethyl)phenyl]pyrrole